4,8-di-tert-butyl-6-(2-((trans)-2,5-diphenylphospholane-1-yl)ethoxy)-2,10-dimethoxydibenzo[d,f][1,3,2]dioxaphosphepin C(C)(C)(C)C1=CC(=CC2=C1OP(OC1=C2C=C(C=C1C(C)(C)C)OC)OCCP1[C@H](CC[C@@H]1C1=CC=CC=C1)C1=CC=CC=C1)OC